ClC1=NN2C(C(=N1)NC1CCCC1)=NC=C2C2O[C@@H]([C@H]([C@H]2O)O)CO (3R,4S,5R)-2-[2-chloro-4-(cyclopentylamino)imidazo[2,1-f][1,2,4]triazin-7-yl]-5-(hydroxymethyl)oxolane-3,4-diol